CNC(=O)C1=NC=CC(=C1)OC1=CC2=C(N=C(S2)N[C@H]2[C@@H](CCCC2)O)C=C1 4-[2-((1R,2R)-2-hydroxycyclohexylamino)-benzothiazol-6-yloxyl]-pyridine-2-carboxylic acid methylamide